1-(5-bromo-2-chloro-phenyl)-4-(tri-fluoromethyl)pyrazole BrC=1C=CC(=C(C1)N1N=CC(=C1)C(F)(F)F)Cl